4-[di(tert-butyl)(fluoro)silyl]-1-methyl-1-pyridinium C(C)(C)(C)[Si](C1=CC=[N+](C=C1)C)(F)C(C)(C)C